CCCCC1=NC=C(C=C1)C(=O)NNC(=S)CC(=O)N (2-(2-(4-butyl)pyridine-5-carbonyl)hydrazine-1-thiocarbonyl)acetamide